CCN(CC)C1=CC2=C(C=C1)C=C3C=CC(=[N+](CC)CC)C=C3O2.[Cl-] The molecule is an organic chloride salt having 6-(diethylamino)-N,N-diethyl-3H-xanthen-3-iminium as the cation. Depending on the mode of manufacture, pyronin B also exists in the form of an FeCl3 complex. It has a role as a histological dye. It is an organic chloride salt and an iminium salt. It contains a pyronin B(1+).